C(C)C1(COC1)C1=C(C2=C(C=C3C=NNC3=C2)N1C1=CC=C(C=C1)F)C1=CC=C(C(=O)O)C=C1 4-[6-(3-ethyloxetan-3-yl)-5-(4-fluorophenyl)-1H-pyrrolo[2,3-f]indazol-7-yl]benzoic Acid